[NH4+].C(C(=C)C)(=O)[O-] methacrylic acid ammonium salt